Propylenoxid C1C(C)O1